NC=1C(=NC(=C(N1)C1=CC=C(C=C1)F)C1=CN(C(C=C1)=O)C)C(=O)NCC1=C(C=CC=C1)OC(F)F 3-amino-N-(2-(difluoromethoxy)benzyl)-5-(4-fluorophenyl)-6-(1-methyl-6-oxo-1,6-dihydropyridin-3-yl)pyrazine-2-carboxamide